BrC1=CC(=CC(=N1)C(C)(C)O)OCOC 2-(6-bromo-4-(methoxymethyloxy)pyridin-2-yl)propan-2-ol